methyl (R)-1-(2-(1-(6-methoxy-3,4-dihydro-2H-benzo[b][1,4]oxazin-7-yl)-6-(pyrazolo[1,5-a]pyrimidin-3-yl)-1H-pyrazolo[4,3-c]pyridine-3-carboxamido)ethyl)pyrrolidine-3-carboxylate COC1=CC2=C(OCCN2)C=C1N1N=C(C=2C=NC(=CC21)C=2C=NN1C2N=CC=C1)C(=O)NCCN1C[C@@H](CC1)C(=O)OC